(E)-2-cyano-N-(4-(1-(4-(4-(7-(2-(2,6-dioxopiperidin-3-yl)-1-oxoisoindolin-4-yl)hept-6-yn-1-yl)piperazin-1-yl)benzoyl)piperidin-4-yl)butyl)-3-(pyridin-3-yl)acrylamide C(#N)/C(/C(=O)NCCCCC1CCN(CC1)C(C1=CC=C(C=C1)N1CCN(CC1)CCCCCC#CC1=C2CN(C(C2=CC=C1)=O)C1C(NC(CC1)=O)=O)=O)=C\C=1C=NC=CC1